FC1(CNCCC1C1=CC=C2C(=NN(C2=C1)C)C1CNCCC1)F 3-[6-(3,3-difluoro-4-piperidyl)-1-methyl-indazol-3-yl]piperidine